FC1=C(C=CC(=C1F)B1OC(C(O1)(C)C)(C)C)C1=C(C=C(C=N1)NC(OCC1C2=CC=CC=C2C=2C=CC=CC12)=O)C 9H-fluoren-9-ylmethyl N-[6-[2,3-difluoro-4-(4,4,5,5-tetramethyl-1,3,2-dioxaborolan-2-yl)phenyl]-5-methyl-3-pyridyl]carbamate